2-[4-[(5-Cyclopropyl-1H-pyrazol-3-yl)amino]pyrimidin-2-yl]-N-methoxy-N-methyl-2-azabicyclo[2.1.1]hexane-4-carboxamide C1(CC1)C1=CC(=NN1)NC1=NC(=NC=C1)N1C2CC(C1)(C2)C(=O)N(C)OC